dipinacol boron [B].OC(C)(C)C(C)(C)O.OC(C)(C)C(C)(C)O